tert-butyl 2-[6-(2-chloropyrimidin-4-yl)-1-oxo-2,3-dihydro-1H-isoindol-2-yl]acetate ClC1=NC=CC(=N1)C1=CC=C2CN(C(C2=C1)=O)CC(=O)OC(C)(C)C